diisopropoxybarium C(C)(C)O[Ba]OC(C)C